5-taurinomethyl-2-thio-uridine C(NCCS(=O)(=O)O)C=1C(NC(N([C@H]2[C@H](O)[C@H](O)[C@@H](CO)O2)C1)=S)=O